diOctadecyldiethoxysilane C(CCCCCCCCCCCCCCCCC)[Si](OCC)(OCC)CCCCCCCCCCCCCCCCCC